N[C@@H]1C[C@H](C1)N1N=C2C(C=NC(=C2)C=2C(=NN(C2)[C@@H]2C[C@H](C2)CNC=2C=C3C(N(C(C3=CC2)=O)C2C(NC(CC2)=O)=O)=O)C2CC2)=C1 5-(((trans-3-(4-(2-(trans-3-aminocyclobutyl)-2H-pyrazolo[4,3-c]pyridin-6-yl)-3-cyclopropyl-1H-pyrazol-1-yl)cyclobutyl)methyl)amino)-2-(2,6-dioxopiperidin-3-yl)isoindoline-1,3-dione